1-(cyclopropylmethyl)-3,7-dimethyl-8-(methylsulfanyl)-1H-purine-2,6(3H,7H)-dione C1(CC1)CN1C(N(C=2N=C(N(C2C1=O)C)SC)C)=O